tert-butyl ((2S)-4-(4-bromophenyl)-2-(2-((1S)-1-((tetrahydro-2H-pyran-2-yl)oxy)ethyl)-1H-imidazol-1-yl)but-3-yn-1-yl)carbamate BrC1=CC=C(C=C1)C#C[C@@H](CNC(OC(C)(C)C)=O)N1C(=NC=C1)[C@H](C)OC1OCCCC1